O1N=C(C2=C1C=CC=C2)C2=C(C=CC=C2)[C@@H](C(C)C2=NC=CC=C2)N[S@@](=O)C(C)(C)C (S)-N-{(1R)-1-[2-(benzo[d]isoxazol-3-yl)phenyl]-2-(pyridine-2-yl)propyl}-2-methylpropane-2-sulfinamide